5-(methoxycarbonyl)furan-2-carboxylate COC(=O)C1=CC=C(O1)C(=O)[O-]